tert-Butyl (3-cyano-4-(3-((S)-3-(2-(dimethylamino)ethyl)pyrrolidin-1-yl)-5-fluoro-7,9-dihydrofuro[3,4-f]quinazolin-6-yl)-7-fluorothieno[3,2-c]pyridin-2-yl)carbamate C(#N)C1=C(SC2=C1C(=NC=C2F)C=2C1=C(C=3C=NC(=NC3C2F)N2C[C@H](CC2)CCN(C)C)COC1)NC(OC(C)(C)C)=O